[N].C(C)N(CC(=O)NC1=C(C=CC=C1C)C)CC 2-diethylamino-N-2,6-xylylacetamide nitrogen